C(C)(C)N1CC(N(C2(CCN(C2)C2=CC(=NC=C2)C)C1=O)CC1=CC=C(C=C1)C(F)(F)F)=O 9-isopropyl-2-(2-methylpyridin-4-yl)-6-(4-(trifluoromethyl)benzyl)-2,6,9-triazaspiro[4.5]-decane-7,10-dione